alpha-NAPHTHYLACETIC ACID C1=CC=C2C(=C1)C=CC=C2CC(=O)O